ClC1=CC(=C(C=C1)C1=CC(=CN1)S(=O)(=O)NC1=C(C=C(C=C1)C#N)F)F 5-(4-chloro-2-fluoro-phenyl)-N-(4-cyano-2-fluoro-phenyl)-1H-pyrrole-3-sulfonamide